di(lauryl) ketone C(CCCCCCCCCCC)C(=O)CCCCCCCCCCCC